[Si].F[SiH3] fluorosilane silicon